C(C1=CC=CC=C1)OC1=NC(=CC=C1N1C(N(C2=C1C=CC(=C2F)C2=CC=C(C=C2)CC(=O)O)C)=O)OCC2=CC=CC=C2 2-[4-[1-(2,6-dibenzyloxy-3-pyridyl)-4-fluoro-3-methyl-2-oxo-benzimidazol-5-yl]phenyl]acetic acid